FC=1C=C(N)C=CC1OC1=C2C(=NC=C1)N(N=C2I)CC2=CC=C(C=C2)OC 3-fluoro-4-({3-iodo-1-[(4-methoxyphenyl)methyl]pyrazolo[3,4-b]pyridin-4-yl}oxy)aniline